C(C)(C)OC=1C(=CC2=C(N=CS2)C1)OC 5-isopropoxy-6-methoxybenzo[d]thiazole